5-bromo-1H-pyrrolo[2,3-b]pyridine-3-Nitrile BrC=1C=C2C(=NC1)NC=C2C#N